5-(difluoromethoxy)-3-(hydroxymethyl)-2-azabicyclo[2.2.1]heptane-2-carboxylate FC(OC1C2C(N(C(C1)C2)C(=O)[O-])CO)F